2-[2-(difluoromethyl)-6-[(1R)-1-[[6-(1,1-dioxo-3,6-dihydro-2H-thiopyran-4-yl)-8-methyl-7-oxo-pyrido[2,3-d]pyrimidin-4-yl]amino]ethyl]phenyl]acetonitrile FC(C1=C(C(=CC=C1)[C@@H](C)NC=1C2=C(N=CN1)N(C(C(=C2)C=2CCS(CC2)(=O)=O)=O)C)CC#N)F